COCCCN1N=C(C(=C1)NC1=NC(=NC=C1)C1=CC=C(C=C1)N1C(N(CC1)C(C1=CC=CC=C1)(C1=CC=CC=C1)C1=CC=CC=C1)=O)C(F)(F)F 1-(4-(4-((1-(3-methoxypropyl)-3-(trifluoromethyl)-1H-pyrazol-4-yl)amino)pyrimidin-2-yl)phenyl)-3-tritylimidazolidin-2-one